6-(4-amino-5-methoxypyrimidin-2-yl)-2-[(4R)-4-cyclopropyl-4-[[6-oxo-5-(trifluoromethyl)-1H-pyridazin-4-yl]amino]butyl]-7-fluoroisoquinolin-1-one NC1=NC(=NC=C1OC)C=1C=C2C=CN(C(C2=CC1F)=O)CCC[C@@H](NC=1C=NNC(C1C(F)(F)F)=O)C1CC1